C(CC1=CC=CC=C1)NCC#C phenethyl-prop-2-ynylamine